P(=O)(OCC)(OCC)OC=1C=CC2=C(C1)OC(C=1C2N2N(CC1)C(N(C2=O)C2=CC=C(C=C2)C(C)=O)=O)(C)C diethyl 2-(4-acetylphenyl)-7,7-dimethyl-1,3-dioxo-2,3,5,12b-tetrahydro-1H,7H-chromeno[4,3-c][1,2,4]triazolo[1,2-a]pyridazin-10-yl phosphate